2-methoxy-5-(1-methylpiperidin-4-yl)-N-(3-phenylpropyl)-1H-benzo[d]imidazole-1-carboxamide COC1=NC2=C(N1C(=O)NCCCC1=CC=CC=C1)C=CC(=C2)C2CCN(CC2)C